1-(4-chloro-3-fluorobenzyl)-4-(4-methylpiperazin-1-yl)-2-(trifluoromethyl)-1H-indole ClC1=C(C=C(CN2C(=CC3=C(C=CC=C23)N2CCN(CC2)C)C(F)(F)F)C=C1)F